N-(2,2-difluoroethyl)-6-methoxy-5-({6-[(1R,2S)-5'-methoxy-2'-oxo-1',2'-dihydrospiro[cyclopropane-1,3'-indol]-2-yl]-1H-indazol-3-yl}amino)pyridine-2-carboxamide FC(CNC(=O)C1=NC(=C(C=C1)NC1=NNC2=CC(=CC=C12)[C@@H]1C[C@@]12C(NC1=CC=C(C=C21)OC)=O)OC)F